ClC=1C=C(C=C(C1)C(F)(F)F)C=1CCCC2=C(C1C1=CC=C(C=C1)C=C1CN(C1)CCCF)C=CC(=C2)C(=O)O 8-(3-chloro-5-(trifluoromethyl)phenyl)-9-(4-((1-(3-fluoropropyl)azetidin-3-ylidene)methyl)phenyl)-6,7-dihydro-5H-benzo[7]annulene-3-carboxylic acid